C(C1CO1)CCO[Si](OCC)(OCC)OCCC glycidylpropyloxyltriethoxysilane